O=C1NC(CCC1N1CC2=CC=C(C=C2C1=O)CNC(OCC1CC(CC1)(F)F)=O)=O (3,3-difluorocyclopentyl)methyl N-{[2-(2,6-dioxopiperidin-3-yl)-3-oxo-2,3-dihydro-1H-isoindol-5-yl]methyl}carbamate